8-(2-phenylpropan-2-yl)-3,8-diazabicyclo[3.2.1]octan-6-ol C1(=CC=CC=C1)C(C)(C)N1C2CNCC1C(C2)O